water carbon silicon [Si].[C].O